N-(tertiary butyl)-9H-fluorene-1-amine C(C)(C)(C)NC1=CC=CC=2C3=CC=CC=C3CC12